N1C=CC=2C1=NC=C(C2)OC2=C(C(=O)O)C=CC(=C2)N2CCC1(CC(C1)N1C(CCC1([2H])[2H])([2H])C1=C(C=CC=C1)C(C)C)CC2 2-((1H-pyrrolo[2,3-b]pyridin-5-yl)oxy)-4-(2-(2-(2-isopropylphenyl)pyrrolidin-1-yl-2,5,5-d3)-7-azaspiro[3.5]nonan-7-yl)benzoic acid